ClC=1C(=C(CN2CCC(CC2)(C(=O)O)CC2=NC(=CC(=C2F)C2=CC=CC=C2)NC2=NNC(=C2)C)C=CC1)F 1-(3-chloro-2-fluorobenzyl)-4-((3-fluoro-6-((5-methyl-1H-pyrazol-3-yl)amino)-4-phenylpyridin-2-yl)methyl)piperidine-4-carboxylic acid